20-isobutyl-5,6,8,12,15,21-hexamethyl-4,7,10,13,16,19,22,29,32-nonaoxo-33-oxa-3,6,9,12,15,18,21,28,31-nonaazahexatriacont-35-en-1-oic acid C(C(C)C)C(C(NCC(N(CC(N(CC(NC(C(N(C(C(NCC(=O)O)=O)C)C)=O)C)=O)C)=O)C)=O)=O)N(C(CCCCCNC(CNC(OCC=C)=O)=O)=O)C